7-[9-(4,6-diphenyl[1,3,5]triazin-2-yl)-9H-carbazol-3-yl]-5,9-dithia-13b-aza-naphtho[3,2,1-de]anthracene C1(=CC=CC=C1)C1=NC(=NC(=N1)C1=CC=CC=C1)N1C2=CC=CC=C2C=2C=C(C=CC12)C=1C=C2SC=3C=CC=CC3N3C2=C(C1)SC=1C=CC=CC13